6,7-dimethoxy-2-methyl-N-[1-{5-[(1E)-3-phenylprop-1-en-1-yl]thiophen-2-yl}ethyl]-quinazolin-4-amine COC=1C=C2C(=NC(=NC2=CC1OC)C)NC(C)C=1SC(=CC1)\C=C\CC1=CC=CC=C1